CO[Si](C(C)C1=C(C(=C(C=C1)[SiH](C)C)CC[SiH2]C(NCCC[Si](OC)(OC)OC)NCCC[Si](OC)(OC)OC)[SiH](C)C)(OC)OC 1-trimethoxysilylethyldimethylsilyl-2-bis(trimethoxysilylpropylamino)methylsilylethyldimethylsilylbenzene